C(CCCCC)OCC(O)OCCCCC 2-(hexyloxy)-1-(pentyloxy)1-ethanol